C1N(CC12CCC2)S(=O)(=O)C=2C=C(SC2)C(=O)N2CC1(C3=CC(=CC=C23)Br)CCC(CC1)(F)F (4-((2-azaspiro[3.3]heptan-2-yl)sulfonyl)thiophen-2-yl)(5'-bromo-4,4-difluorospiro[cyclohexane-1,3'-indolin]-1'-yl)methanone